N-benzyl-N,N-dimethylbenzenaminium trifluoromethanesulfonate salt FC(S(=O)(=O)[O-])(F)F.C(C1=CC=CC=C1)[N+](C1=CC=CC=C1)(C)C